(Pyridin-4-yl)thiophene-2-carboxamide N1=CC=C(C=C1)C1=C(SC=C1)C(=O)N